2-hydroxyhydroxymethylhexanoic acid OC(C(=O)O)(CCCC)CO